6-(1-(8-Isobutyl-8-azabicyclo[3.2.1]octan-3-yl)piperidin-4-yl)-1,4-dimethyl-2-(4-(methylsulfonyl)phenyl)-1H-pyrrolo[3,2-c]pyridin C(C(C)C)N1C2CC(CC1CC2)N2CCC(CC2)C2=CC1=C(C(=N2)C)C=C(N1C)C1=CC=C(C=C1)S(=O)(=O)C